OC=1C=C2C=CN(C(C2=CC1C1=CN=C(N=N1)N1C[C@H](CC1)NC1(CCC1)C)=O)C 6-hydroxy-2-methyl-7-{3-[(3S)-3-[(1-methylcyclobutyl)amino]pyrrolidin-1-yl]-1,2,4-triazin-6-yl}isoquinolin-1-one